C(C)N1N=C(C2=C(C=CC=C12)CC1=CC=C(C=C1)C(F)(F)F)C(=O)NC12CC(C1)(C2)CC(=O)OC methyl 2-[3-[[1-ethyl-4-[[4-(trifluoromethyl) phenyl]methyl]indazole-3-carbonyl]amino]-1-bicyclo[1.1.1]pentanyl]acetate